N1C[C@@H](CCC1)C1=NC=2N(C(=C1)N)N=CC2 5-(3R)-3-piperidinylpyrazolo[1,5-a]pyrimidin-7-amine